1-heptadecanoate C(CCCCCCCCCCCCCCCC)(=O)[O-]